7-ethoxythieno[3,2-b]pyridine-2-carboxylic acid C(C)OC1=C2C(=NC=C1)C=C(S2)C(=O)O